N1C(=NC=C1)CN1C(C(=C(C2=C1N=C(N=C2)NC2=CC=C(C=C2)N2CCN(CC2)C)C#C[Si](C(C)C)(C(C)C)C(C)C)C)=O 8-(1H-Imidazol-2-ylmethyl)-6-methyl-2-{[4-(4-methylpiperazin-1-yl)phenyl]amino}-5-[2-(triisopropylsilyl)ethynyl]pyrido[2,3-d]pyrimidin-7-one